N=1N=CN2C1C1=CC=CC(=C1C=C2)[C@H](NC2=CC1=C(N=CN=C1NCC(C)(C)C)C(=N2)Cl)C=2N=NN(C2)C21CC(C2)C1 (S)-N6-{[1,2,4]triazolo[3,4-a]isoquinolin-7-yl[1-(bicyclo[1.1.1]pentan-1-yl)-1H-1,2,3-triazol-4-yl]methyl}-8-chloro-N4-neopentylpyrido[3,4-d]pyrimidine-4,6-diamine